5-(4-((5-fluoro-2-methyl-3-oxo-4H-quinoxalin-6-yl)methyl)piperazin-1-yl)-6-methyl-N-(methyl-d3)pyridineamide FC1=C2NC(C(=NC2=CC=C1CN1CCN(CC1)C=1C=CC(=NC1C)C(=O)NC([2H])([2H])[2H])C)=O